tert-Butyl 6-(3-chloro-6-(difluoromethyl)-2-fluorophenyl)-3-(difluoromethyl)pyrazine-2-carboxylate ClC=1C(=C(C(=CC1)C(F)F)C1=CN=C(C(=N1)C(=O)OC(C)(C)C)C(F)F)F